N[C@@H]1CN(CC1)C(=O)C1=NN(C(=C1)C1=CC=C(C#N)C=C1)C1=CC=C(C=C1)C (S)-4-(3-(3-aminopyrrolidine-1-carbonyl)-1-(p-tolyl)-1H-pyrazol-5-yl)benzonitrile